FC1=CC=C(C=C1)C1=C(CCC(C1)(C)C)C(=O)N1CCN(CC1)CC=1C=C2CN(C(C2=CC1)=O)C1C(NC(CC1)=O)=O 3-(5-((4-(4'-Fluoro-5,5-dimethyl-3,4,5,6-tetrahydro-[1,1'-biphenyl]-2-carbonyl)piperazine-1-yl)methyl)-1-oxoisoindolin-2-yl)piperidine-2,6-dione